N-Cyclopropyl-2-(2-phenyl-1,2,3,4-tetrahydroquinoline-6-yl)acetamide tert-butyl-(2,3,4,9-tetrahydro-1H-carbazol-2-yl)carbamate C(C)(C)(C)N(C(O)=O)C1CC=2NC3=CC=CC=C3C2CC1.C1(CC1)NC(CC=1C=C2CCC(NC2=CC1)C1=CC=CC=C1)=O